C(C)(C)(C)OC(=O)N1CCN(CCC1)C1=NC(=C(C(=C1C#N)C1CC1)C#N)Cl 4-(6-chloro-3,5-dicyano-4-cyclopropylpyridin-2-yl)-1,4-diazepan-1-carboxylic acid tert-butyl ester